nonyl 8-[3-[2-[2-[2-(2-aminoethoxy)ethoxy]ethoxy]ethoxy]-2-(8-nonoxy-8-oxo-octoxy)propoxy]octanoate NCCOCCOCCOCCOCC(COCCCCCCCC(=O)OCCCCCCCCC)OCCCCCCCC(=O)OCCCCCCCCC